C1(CCC1)NC(C[C@H](CN1CC(CCC1)(F)F)NC(=O)C1=NN(C(=C1)C1=C(C=CC=C1)C(F)(F)F)C1CCCC1)=O (3R)-N-cyclobutyl-3-({1-cyclopentyl-5-[2-(trifluoromethyl)phenyl]-1H-pyrazol-3-yl}formamido)-4-(3,3-difluoropiperidin-1-yl)butanamide